tert-butyl N-[2-aminoethyl]-N-methyl-carbamate NCCN(C(OC(C)(C)C)=O)C